COC(=O)C1(C(C1)CN1CCC(CC1)(C1=CC=CC=C1)O)C1=CC=C(C=C1)C 2-[(4-hydroxy-4-phenyl-1-piperidinyl)methyl]-1-(4-methylphenyl)-cyclopropanecarboxylic acid methyl ester